FC=1C=C(C=C(C1)C(F)(F)F)C(C1=NC=CC(=C1)N1N=CC=2C(NCCC21)=O)([2H])O 1-(2-((3-fluoro-5-(trifluoromethyl)phenyl)(hydroxy)methyl-d)pyridin-4-yl)-1,5,6,7-tetrahydro-4H-pyrazolo[4,3-c]pyridin-4-one